[N+](=O)([O-])C1=CC(=CC=C1)C1(CC1)C(F)(F)F 1-nitro-3-(1-(trifluoromethyl)cyclopropyl)benzene